2-Iodoethyl-Tin Tri-Tert-Butoxide CC(C)(C)[O-].CC(C)(C)[O-].CC(C)(C)[O-].ICC[Sn+3]